OCC=1C=CC(=CC1)O 3-hydroxymethyl-6-hydroxybenzene